N-[(6-Amino-2-pyridyl)sulfonyl]-2-[(2-cyclohexylcyclohexyl)amino]pyridin-3-carboxamid NC1=CC=CC(=N1)S(=O)(=O)NC(=O)C=1C(=NC=CC1)NC1C(CCCC1)C1CCCCC1